2-[4-(4-chlorophenyl)-5-(pyridin-4-yl)-1H-imidazol-1-yl]-N-[(3S)-1-methylpyrrolidin-3-yl]acetamide ClC1=CC=C(C=C1)C=1N=CN(C1C1=CC=NC=C1)CC(=O)N[C@@H]1CN(CC1)C